2-cyclopropyl-5'-fluoro-2'-((4-(7-((2-oxo-2,3-dihydro-1H-benzo[d]imidazol-5-yl)methyl)-2,7-diazaspiro[4.4]non-2-yl)pyrimidin-5-yl)oxy)-[1,1'-biphenyl]-4-carboxylic acid C1(CC1)C1=C(C=CC(=C1)C(=O)O)C1=C(C=CC(=C1)F)OC=1C(=NC=NC1)N1CC2(CC1)CN(CC2)CC2=CC1=C(NC(N1)=O)C=C2